2-methyl-5-(2-oxo-2,3-dihydro-1H-benzo[d]imidazol-1-yl)benzoic acid methyl ester COC(C1=C(C=CC(=C1)N1C(NC2=C1C=CC=C2)=O)C)=O